7-chloro-1-(4,6-diisopropylpyrimidin-5-yl)-4-((2S,SR)-2,5-dimethylpiperazin-1-yl)-6-fluoropyrido[2,3-d]pyrimidin-2(1H)-one ClC=1C(=CC2=C(N(C(N=C2N2[C@H](CN[C@H](C2)C)C)=O)C=2C(=NC=NC2C(C)C)C(C)C)N1)F |&1:14|